C(C1=CC=CC=C1)OCC1=NN(C(N1CC)=O)C=1C=C2C(=CC(=[N+](C2=CC1F)[O-])C1=C(C=CC=C1)C)C(C)C 6-(3-((benzyloxy)methyl)-4-ethyl-5-oxo-4,5-dihydro-1H-1,2,4-triazol-1-yl)-7-fluoro-4-isopropyl-2-(o-tolyl)quinoline-1-oxide